FC1=CC=C(C=C1)C=1N=CN(C1C=1C=CC=2N(N1)C(=CN2)C#N)C21CC3(C[C@H](C[C@@H](C2)C3)C1)O 6-(4-(4-fluorophenyl)-1-((1r,3s,5R,7S)-3-hydroxyadamantan-1-yl)-1H-imidazol-5-yl)imidazo[1,2-b]pyridazine-3-carbonitrile